C12COCC(CC1)N2C=2C(N(C=C1C2N=C(N=C1N[C@H](C)C1=C(C(=CC=C1)C(F)F)F)C)C1(CC1)CF)=O 8-(3-oxa-8-azabicyclo[3.2.1]oct-8-yl)-4-(((R)-1-(3-(difluoromethyl)-2-fluorophenyl)ethyl)amino)-6-(1-(fluoromethyl)cyclopropyl)-2-methylpyrido[4,3-d]pyrimidine-7(6H)-one